2,2-bis(1-propenyl)-4-pentenamine C(=CC)C(CN)(CC=C)C=CC